(S)-3-(1-(4-(4-(3,5-dimethyl-4-nitro-1H-pyrazol-1-yl)-5-fluoropyrimidin-2-yl)piperazine-1-carbonyl)-4,5-dihydro-1H-pyrazol-5-yl)-5-fluorobenzonitrile CC1=NN(C(=C1[N+](=O)[O-])C)C1=NC(=NC=C1F)N1CCN(CC1)C(=O)N1N=CC[C@H]1C=1C=C(C#N)C=C(C1)F